N[C@@H](CCCCNC([C@H]1[C@H](C)CC=N1)=O)C(=O)O L-pyrrolysine